(1S,3aR,6aS)-N-((S)-1-cyano-2-((S)-2-oxopiperidin-3-yl)ethyl)-4,4-difluoro-2-(9-hydroxy-9H-fluorene-9-carbonyl)octahydrocyclopenta[c]pyrrole-1-carboxamide C(#N)[C@H](C[C@H]1C(NCCC1)=O)NC(=O)[C@H]1N(C[C@H]2[C@@H]1CCC2(F)F)C(=O)C2(C1=CC=CC=C1C=1C=CC=CC21)O